C(CCCCCC)C1=CC=C2C=CC(=CC2=C1)B(O)O (7-HEPTYL-2-NAPHTHALENYL)BORONIC ACID